2-ethyl-1,4-bis(n-hexyloxycarbonyloxy)naphthalene C(C)C1=C(C2=CC=CC=C2C(=C1)OC(=O)OCCCCCC)OC(=O)OCCCCCC